(R,Z)-1,2-dimethyl-N-(1-(2-methyl-3-(trifluoromethyl)phenyl)ethyl)-6-(1,2,3,6-tetrahydropyridin-4-yl)pyrido[3,4-d]pyrimidin-4(1H)-imine hydrochloride Cl.CN1C(=N\C(\C2=C1C=NC(=C2)C=2CCNCC2)=N/[C@H](C)C2=C(C(=CC=C2)C(F)(F)F)C)C